CNC(C(=O)NCCC1=CC=C(C=C1)C1=CC=C(C=C1)OC(F)(F)F)CCC 2-(methylamino)-N-(2-(4'-(trifluoromethoxy)-[1,1'-biphenyl]-4-yl)ethyl)pentanamide